Methyl 2-(2-fluoro-4-methylphenyl)-4-iodo-5-[1-(phenylsulfonyl)-1H-pyrrolo[2,3-b]pyridin-4-yl]-1H-pyrrole-3-carboxylate FC1=C(C=CC(=C1)C)C=1NC(=C(C1C(=O)OC)I)C1=C2C(=NC=C1)N(C=C2)S(=O)(=O)C2=CC=CC=C2